2-(3,4-dichlorophenyl)acrylonitrile ClC=1C=C(C=CC1Cl)C(C#N)=C